C(CCCC)C(CO)CCCCO 2-amyl-1,6-hexanediol